1-ethylindole-2,3-dione C(C)N1C(C(C2=CC=CC=C12)=O)=O